4-{6,6-dimethyl-4-oxo-3H,4H,6H,7H-pyrano[3,4-d]imidazol-3-yl}-3-methylbenzonitrile CC1(CC2=C(N(C=N2)C2=C(C=C(C#N)C=C2)C)C(O1)=O)C